Cl.N[C@H](CC(=O)OC(C)C)C Isopropyl (S)-3-aminobutyrate hydrochloride